OCC1=CC(=C(C=C1)NC(C)=O)C(C)C N-(4-hydroxymethyl-2-isopropylphenyl)acetamide